C(CC(C)C)C1N(CC=C1)C(=O)[O-] 2-isopentyl-2,5-dihydro-1H-pyrrole-1-carboxylate